1-(1-(2-(2,6-dioxopiperidin-3-yl)-6-fluoro-1,3-dioxoisoindolin-5-yl)azetidin-3-yl)piperidine-4-carbaldehyde O=C1NC(CCC1N1C(C2=CC(=C(C=C2C1=O)N1CC(C1)N1CCC(CC1)C=O)F)=O)=O